CCC=C(CC=CCCCC=CCC)C(=O)N Tetradecane-3,6,11-triene-4-carboxamide